(1,2,3,6-tetrahydropyridin-4-yl)boronic acid N1CCC(=CC1)B(O)O